CC1=CC(=NO1)C(=O)NC(C(=O)O)C 2-(5-methylisoxazole-3-carboxamido)propionic acid